tert-butyl 5-(pyrimidin-4-yloxy)isoindoline-2-carboxylate N1=CN=C(C=C1)OC=1C=C2CN(CC2=CC1)C(=O)OC(C)(C)C